butane-1,4-dicarboxylic acid bis(4-aminophenyl) ester NC1=CC=C(C=C1)OC(=O)CCCCC(=O)OC1=CC=C(C=C1)N